(3S)-3-acetamidopyrrolidine-1-carboxylic acid tert-butyl ester C(C)(C)(C)OC(=O)N1C[C@H](CC1)NC(C)=O